benzo[b]furan-2-formaldehyde O1C2=C(C=C1C=O)C=CC=C2